FC1=C(C=CC=C1F)COC1=CC=2N(C=C1)N=C(C2C(=O)NC(C(=O)N)(CO)C)C 2-({5-[(2,3-difluorophenyl)methoxy]-2-methylpyrazolo[1,5-a]pyridin-3-yl}formamido)-3-hydroxy-2-methylpropanamide